4-(2-(6-bromopyridin-3-yl)hydrazono)-3-(hydroxyimino)-1-(pyridin-3-yl)pyrrolidin-2-one BrC1=CC=C(C=N1)NN=C1C(C(N(C1)C=1C=NC=CC1)=O)=NO